isoquinoline-1,3,4-trione C1(NC(C(C2=CC=CC=C12)=O)=O)=O